NC1=NC(=C(C(=N1)C)C#N)Cl 2-amino-6-chloro-4-methylpyrimidine-5-carbonitrile